C1(CC1)CN1C2CC(CC1CC2)N2CCC(CC2)C=2C=C(C1=C(N(C(=N1)C1=CC=C(C=C1)S(=O)(=O)C)C)C2)C 6-(1-(8-(cyclopropylmethyl)-8-azabicyclo[3.2.1]oct-3-yl)piperidin-4-yl)-1,4-dimethyl-2-(4-(methylsulfonyl)phenyl)-1H-benzo[d]imidazole